C(CCC(=O)[O-])(=S)[O-].[Au+3].[Na+].C(CCC(=O)[O-])(=S)[O-] sodium gold thiosuccinate